C(CCCCC(C)C)C=1C(=C(C(C(=O)[O-])=CC1)C(=O)[O-])CCCCCC(C)C.C(CCCCC(C)C)C=1C(=C(C(C(=O)[O-])=CC1)C(=O)[O-])CCCCCC(C)C.C(CCC)[Sn+4]CCCC dibutyl-tin bis-diisooctyl-phthalate